CC1(CCC=2C(=NNC2C1)C(=O)NC=1C=NN(C1)C1CCC(CC1)C(=O)N1CC2=CC=C(C=C2CC1)[C@@H]1C(NC(CC1)=O)=O)C |r| 6,6-dimethyl-N-{1-[(1r,4r)-4-{6-[(3RS)-2,6-dioxopiperidin-3-yl]-1,2,3,4-tetrahydroisoquinoline-2-carbonyl}cyclohexyl]-1H-pyrazol-4-yl}-4,5,6,7-tetrahydro-1H-indazole-3-carboxamide